tert-butyl (2R,5S)-4-(5-cyclobutyl-7-(3-fluorophenyl)-7H-pyrrolo[2,3-d]pyrimidin-4-yl)-2,5-dimethylpiperazine-1-carboxylate C1(CCC1)C1=CN(C=2N=CN=C(C21)N2C[C@H](N(C[C@@H]2C)C(=O)OC(C)(C)C)C)C2=CC(=CC=C2)F